C(C)(C)(C)C=1C=C(N(N1)C)C=1NC2=CC=C(C=C2C(C1)=O)F 2-(5-tert-butyl-2-methyl-pyrazol-3-yl)-6-fluoro-1H-quinolin-4-one